COC=1C=C(C=CC1C1=NOC(=N1)C(F)(F)F)N=S(=O)(C1=CC=CC=C1)C ((3-methoxy-4-(5-(trifluoromethyl)-1,2,4-oxadiazol-3-yl)phenyl)imino)(methyl)(phenyl)-λ6-sulfanone